isobutyl citraconate C(\C(\C)=C/C(=O)[O-])(=O)OCC(C)C